NC1CCN(CC1)C1=C(N=NC2=CC=C(C=C12)C=1C=C(C(=O)N)C=C(C1)F)C1=CC(=CC(=C1)Cl)Cl 3-[4-(4-aminopiperidin-1-yl)-3-(3,5-dichlorophenyl)cinnolin-6-yl]-5-fluorobenzamide